2-Methyl-4-tert.-Butylphenol CC1=C(C=CC(=C1)C(C)(C)C)O